COCCNC(=O)C1=CC2=C(C=N1)CNC2 N-(2-methoxyethyl)-2,3-dihydro-1H-pyrrolo[3,4-c]pyridine-6-carboxamide